C(C)N(C=1C=C2OC3=CC(C=CC3=NC2=CC1)=[N+]1CCC1)CC 1-(7-(diethylamino)-3H-phenoxazin-3-ylidene)azetidin-1-ium